(S)-8-((1,3-dimethyl-1H-pyrazol-5-yl)sulfonyl)-3-((R)-2-oxa-7-azaspiro[4.4]non-7-yl)-1-oxa-8-azaspiro[4.5]decane CN1N=C(C=C1S(=O)(=O)N1CCC2(C[C@@H](CO2)N2C[C@]3(CCOC3)CC2)CC1)C